1-(5-((1,4-diazepan-1-yl)methyl)pyrazolo[1,5-a]pyridin-3-yl)dihydropyrimidine-2,4(1H,3H)-dione N1(CCNCCC1)CC1=CC=2N(C=C1)N=CC2N2C(NC(CC2)=O)=O